N-[3-[5-[4-(cyanomethyl)phenoxy]-2-(difluoromethoxy)phenyl]-1H-pyrazol-4-yl]pyrazolo[1,5-a]pyrimidine-3-carboxamide C(#N)CC1=CC=C(OC=2C=CC(=C(C2)C2=NNC=C2NC(=O)C=2C=NN3C2N=CC=C3)OC(F)F)C=C1